1,1,2,3,4,4,4-heptafluoro-1-butene FC(=C(C(C(F)(F)F)F)F)F